1,4-dimercaptothreitol SC([C@@H](O)[C@H](O)C(O)S)O